ClC(CC[Si](OC)(OC)OC)C 3-chlorobutyl-(trimethoxysilane)